3-((4-(5-(chlorodifluoromethyl)-1,2,4-oxadiazol-3-yl)benzyl)(methyl)amino)-4-(((1-methyl-1H-pyrazol-4-yl)methyl)amino)cyclobut-3-ene-1,2-dione ClC(C1=NC(=NO1)C1=CC=C(CN(C=2C(C(C2NCC=2C=NN(C2)C)=O)=O)C)C=C1)(F)F